CC1(OB(OC1(C)C)C=1CN(CC1)C(=O)OC(C)(C)C)C tert-butyl 3-(4,4,5,5-tetramethyl-1,3,2-dioxaborolane-2-yl)-2,5-dihydro-1H-pyrrole-1-carboxylate